C(#C)C1CCC(CC1)CCO 2-(4-ethynylcyclohexyl)ethanol